CC1(CC(C1)(C1=NN=CN1C)C=1C=C(C=CC1)NC(=O)C=1C(N(C=C(C1)CNCC(CC)CC)CC(F)(F)F)=O)C N-(3-(3,3-dimethyl-1-(4-methyl-4H-1,2,4-triazol-3-yl)cyclobutyl)phenyl)-5-(((2-ethylbutyl)amino)methyl)-2-oxo-1-(2,2,2-trifluoroethyl)-1,2-dihydropyridine-3-carboxamide